C(C)(=O)OCC(COC(C)=O)OC(=O)OC1=CC=C(C=C1)[N+](=O)[O-] 2-(((4-nitrophenoxy)carbonyl)oxy)propane-1,3-diyl diacetate